ClC=1N=CC2=C(N1)C(OC2O)(CCC)C 2-chloro-7-methyl-7-propyl-5,7-dihydrofuro[3,4-d]pyrimidin-5-ol